The molecule is a polypeptide compound composed of ten natural and non-natural amino acid resiudes in a linear sequence. It has a role as a hormone antagonist and an antineoplastic agent. C[C@H](C(=O)N)NC(=O)[C@@H]1CCCN1C(=O)[C@H](CCCCNC(C)C)NC(=O)[C@H](CC(C)C)NC(=O)[C@@H](CC(=O)N)NC(=O)[C@H](CC2=CC=C(C=C2)O)N(C)C(=O)[C@H](CO)NC(=O)[C@@H](CC3=CN=CC=C3)NC(=O)[C@@H](CC4=CC=C(C=C4)Cl)NC(=O)[C@@H](CC5=CC6=CC=CC=C6C=C5)NC(=O)C